(4-(4-(2-fluoro-3-(2-hydroxypropan-2-yl)phenyl)furo[3,2-d]pyrimidin-6-yl)phenyl)(imino)(methyl)-λ6-sulfanone FC1=C(C=CC=C1C(C)(C)O)C=1C2=C(N=CN1)C=C(O2)C2=CC=C(C=C2)S(=O)(C)=N